O[C@H](COC=1C=C(C=CC1)S(=O)(=O)NC)CN[C@@H]1COC2(C1)CCN(CC2)S(=O)(=O)C=2C=C(C=CC2)C2=CC=C(C=C2)CNC(C)C 3-((S)-2-hydroxy-3-((S)-8-(4'-((isopropylamino)methyl)biphenyl-3-ylsulfonyl)-1-oxa-8-azaspiro[4.5]decan-3-ylamino)propoxy)-N-methylbenzenesulfonamide